O=C1N2[C@@H](COC1)CN(CC2)CC=2C=CC1=C(C(=NO1)N1C(NC(CC1)=O)=O)C2 (R)-1-(5-((4-oxohexahydropyrazino[2,1-c][1,4]oxazin-8(1H)-yl)methyl)benzo[d]isoxazol-3-yl)dihydropyrimidine-2,4(1H,3H)-dione